Cl.C1=CC=CC=2C3=CC=CC=C3C(C12)COC(=O)NCCCNCCNCCNCCCN 1-(9-fluorenylmethoxycarbonyl-amino)-4,7,10-triaza-13-tridecylamine hydrochloride